3-((2'-ethyl-5-methyl-4-nitro-2'H-[1,3'-bipyrazol]-3-yl)oxy)propan-1-ol C(C)N1N=CC=C1N1N=C(C(=C1C)[N+](=O)[O-])OCCCO